CN1C(NC=CC1=O)=O methyl-2,4-dioxo-3,4-dihydropyrimidin